3-[(2-Ethyl-1H-Imidazol-1-Yl)Acetyl]Benzonitrile C(C)C=1N(C=CN1)CC(=O)C=1C=C(C#N)C=CC1